2-(4-nitrophenyl)thiazole [N+](=O)([O-])C1=CC=C(C=C1)C=1SC=CN1